CC1C2(CCCCC2CC=C1)C=O 5-methyl-2,3,4,5,8,8a-hexahydro-1H-naphthalene-4a-carbaldehyde